N-(5-(4-fluorobenzyl)-1,3,4-thiadiazol-2-yl)-3-methylpyrazine-2-carboxamide FC1=CC=C(CC2=NN=C(S2)NC(=O)C2=NC=CN=C2C)C=C1